3-(hydroxymethyl-4-methyl-5-oxo-4,5-dihydro-1H-1,2,4-triazol-1-yl)-2-{[(2S)-1,1,1-trifluoropropan-2-yl]oxy}benzamide OCC1=NN(C(N1C)=O)C=1C(=C(C(=O)N)C=CC1)O[C@H](C(F)(F)F)C